tert-butyl 4-(4-methyl-3-oxo-7-(phenylsulfonyl)-1,3,4,7-tetrahydro-2H-pyrrolo[3',2':5,6]pyrido[3,4-d]pyrimidin-2-yl)benzoate CN1C(N(CC2=C1C=NC1=C2C=CN1S(=O)(=O)C1=CC=CC=C1)C1=CC=C(C(=O)OC(C)(C)C)C=C1)=O